FC1(CCN(CCC1)C1=C(C(=O)NC2=CC(=C(C=C2)F)C(N)=NO)C=CC(=N1)C(F)(F)F)F 2-(4,4-difluoroazepan-1-yl)-N-(4-fluoro-3-(N'-hydroxycarbamimidoyl)phenyl)-6-(trifluoromethyl)nicotinamide